(-)-6-dimethylamino-4,4-diphenyl-3-heptanone CN(C(CC(C(CC)=O)(C1=CC=CC=C1)C1=CC=CC=C1)C)C